C(CCCCCC)OCCCN1C=[N+](C=C1)CCCOCCCCCCC 1,3-bis(3-heptyloxypropyl)imidazolium